C(C)(C)(C)OC(=O)N1CCN(CC1)C1=CC=C(C=C1)B1OC(C(O1)(C)C)(C)C 4-[4-(4,4,5,5-tetramethyl-1,3,2-dioxaborolan-2-yl)phenyl]Piperazine-1-carboxylic acid tert-butyl ester